(trimethylammonio)hexanoate C[N+](C)(C)C(C(=O)[O-])CCCC